(S)-2-((2-((S)-7-(difluoromethyl)-5-oxo-4-oxa-6-azaspiro[2.4]heptan-6-yl)-5,6-dihydrobenzo[f]imidazo[1,2-d][1,4]oxazepin-9-yl)amino)propionamide FC([C@H]1N(C(OC12CC2)=O)C=2N=C1N(CCOC3=C1C=CC(=C3)N[C@H](C(=O)N)C)C2)F